2-((4-(benzylthio)-1H-1,2,3-triazol-1-yl)methyl)-6-cyclopropylimidazo[1,2-a]Pyridine C(C1=CC=CC=C1)SC=1N=NN(C1)CC=1N=C2N(C=C(C=C2)C2CC2)C1